BrC=1C=CC(=C(C1)N1CCC2(CC2)CC1)N1N=NC(=C1)C1=NC(=NC(=C1)OC)N1[C@@H](COC[C@@H]1C)C 6-[5-bromo-2-(4-{2-[(3R,5S)-3,5-dimethylmorpholin-4-yl]-6-methoxypyrimidine-4-yl}-1H-1,2,3-triazol-1-yl)phenyl]-6-azaspiro[2.5]octane